C(#N)C(C)(C)C1=CC(=NC=C1)C(=O)NC1=C(C=C(C(=C1)C=1C=NC2=CC(=NC=C2C1)NC)C)F 4-(2-cyanopropan-2-yl)-N-(2-fluoro-4-methyl-5-(7-(methylamino)-1,6-naphthyridin-3-yl)phenyl)picolinamide